NC1=NC(=C(C=2N1C(N(N2)CC=2N=COC2C)=O)C2=CC1=C(N=CO1)C(=C2)C)C2=CC=CC=C2 5-amino-8-(4-methyl-1,3-benzoxazol-6-yl)-2-[(5-methyloxazol-4-yl)methyl]-7-phenyl-[1,2,4]triazolo[4,3-c]pyrimidin-3-one